ClC1=NC(=CC(=C1)C(=O)N1CCCCC1)Cl (2,6-dichloropyridin-4-yl)(piperidin-1-yl)methanone